BrC1=CC=C(C=C1)C1=NN(C(C2=CC=CC=C12)=O)NC(CC(C)(C1=CC=CC=C1)C)=O N-[4-(4-bromophenyl)-1-oxophthalazin-2(1H)-yl]-3-methyl-3-phenylbutanamide